(2S,3R,4S,5S)-5-(2-(5-chloropyridin-3-yl)-6-(((4-methoxypyridin-2-yl)methyl)-amino)-9H-purin-9-yl)-3,4-dihydroxyl-N-methylpyrrolidin-2-formamide ClC=1C=C(C=NC1)C1=NC(=C2N=CN(C2=N1)[C@H]1[C@@H]([C@@H]([C@H](N1)C(=O)NC)O)O)NCC1=NC=CC(=C1)OC